3-bromo-5-(methylsulphonyl)pyridine BrC=1C=NC=C(C1)S(=O)(=O)C